(3S,4R)-4-fluoro-1-[4-({8-[3-(methanesulfonylmeth-yl)azetidin-1-yl]-5-(propan-2-yl)isoquinolin-3-yl}amino)pyrimidin-2-yl]piperidin-3-ol F[C@H]1[C@H](CN(CC1)C1=NC=CC(=N1)NC=1N=CC2=C(C=CC(=C2C1)C(C)C)N1CC(C1)CS(=O)(=O)C)O